C(C)(=O)N(N(C(=O)C1=CC=2C3=C(C(=NC2C=C1)N)C=NN3C)CC3=C(C=CC=C3)Cl)C N'-acetyl-4-amino-N-(2-chlorobenzyl)-N',1-dimethyl-1H-pyrazolo[4,3-c]quinoline-8-carbohydrazide